5-[(3S)-5',6'-dihydrospiro[pyrrolidine-3,4'-pyrrolo[1,2-b]pyrazol]-2'-yl]-3-(trifluoromethyl)pyridin-2-amine-hydrochloride salt Cl.N=1N2C(=CC1C=1C=C(C(=NC1)N)C(F)(F)F)[C@@]1(CC2)CNCC1